3-(2-methoxyphenyl)-1H-indole-5-carboxylic acid COC1=C(C=CC=C1)C1=CNC2=CC=C(C=C12)C(=O)O